C(#N)C1=CC=C(C=C1)N1CCN(CC1)C1=CC=C(C=C1)NC(=O)C1=NC=NC=C1 N-(4-(4-(4-Cyanophenyl)piperazin-1-yl)phenyl)pyrimidin-4-carboxamid